6-cyclobutyl-N-(4-fluoro-2-methanesulfonylphenyl)pyridine-3-carboxamide C1(CCC1)C1=CC=C(C=N1)C(=O)NC1=C(C=C(C=C1)F)S(=O)(=O)C